[SiH3]O[SH-]C([S-])=S SILOXYTRITHIOCARBONATE